2-[(3-cyanophenyl)methoxycarbonylamino]-4-[2-methoxyethyl-[4-(5,6,7,8-tetrahydro-1,8-naphthyridin-2-yl)butyl]amino]butanoic acid C(#N)C=1C=C(C=CC1)COC(=O)NC(C(=O)O)CCN(CCCCC1=NC=2NCCCC2C=C1)CCOC